tetratriacontyl docos-13-enoate C(CCCCCCCCCCCC=CCCCCCCCC)(=O)OCCCCCCCCCCCCCCCCCCCCCCCCCCCCCCCCCC